hydroxybutyl-ε-hydroxyhexanoate OCCCCOC(CCCCCO)=O